NC=1NC(C=2N=CN(C2N1)[C@@H]1O[C@@H]([C@H]([C@H]1OCCOC)O)CO)=O 2-amino-9-((2R,3R,4R,5R)-4-hydroxy-5-(hydroxymethyl)-3-(2-methoxyethoxy)tetrahydrofuran-2-yl)-1,9-dihydro-6H-purin-6-one